6-((3S,4S)-4-amino-3-methyl-2-oxa-8-azaspiro[4.5]dec-8-yl)-3-(2,3-dichlorophenyl)-1H-pyrazolo[3,4-d]pyrimidine-4-carbonitrile N[C@@H]1[C@@H](OCC12CCN(CC2)C2=NC(=C1C(=N2)NN=C1C1=C(C(=CC=C1)Cl)Cl)C#N)C